C1(CCCCC1)[NH2+]C1CCCCC1 di-(cyclohexyl)-ammonium